C1CCCC=2N1C1=C(N2)C=CC(=C1)C(=O)O 1,2,3,4-tetrahydrobenzo[4,5]imidazo[1,2-a]pyridine-8-carboxylic acid